N,N,N',N'-tetraglycidyl-o-phenylenediamine C(C1CO1)N(C1=C(C=CC=C1)N(CC1CO1)CC1CO1)CC1CO1